2λ2-azabicyclo[1.1.1]pentane C12[N]C(C1)C2